5-amino-3-[4-[[(5-fluoro-2-methoxy-benzoyl)amino]methyl]phenyl]-1-(3,3,3-trifluoro-2-methyl-propyl)pyrazole-4-carboxamide NC1=C(C(=NN1CC(C(F)(F)F)C)C1=CC=C(C=C1)CNC(C1=C(C=CC(=C1)F)OC)=O)C(=O)N